BrC=1C=CC=C2C(CCOC12)(C(=O)OC(C)(C)C)C([2H])([2H])[2H] tert-Butyl 8-bromo-4-(trideuteriomethyl)chromane-4-carboxylate